BrC1=CSC2=C1C(=NC=C2)N[C@H]2CN(CCC2)C(=O)OC(C)(C)C tert-butyl (3R)-3-[(3-bromothieno[3,2-c]pyridine-4-yl)amino]piperidine-1-carboxylate